CN([C@@H](CO)C(=O)O)C(=O)OC(C)(C)C methyl-N-(tert-butoxycarbonyl)-L-serine